C(C1=CC=CC=C1)C(CCCNC(=O)C1=CC=C2C(=CC=NC2=C1)Cl)C(=O)N1CCC(CC1)(CN1C=NC(=CC1=O)NCCN1CCCC1)O N-(4-benzyl-5-(4-hydroxy-4-((6-oxo-4-(2-(pyrrolidin-1-yl)ethylamino)pyrimidin-1(6H)-yl)methyl)piperidin-1-yl)-5-oxopentyl)-4-chloroquinoline-7-carboxamide